2-(4-((1-(2-(2,6-dioxopiperidin-3-yl)-1,3-dioxoisoindolin-5-yl)azetidin-3-yl)ethynyl)-3,5-dimethyl-1H-pyrazol-1-yl)-2-methyl-N-(2-(prop-1-yn-1-yl)-4-(trifluoromethyl)phenyl)propanamide O=C1NC(CCC1N1C(C2=CC=C(C=C2C1=O)N1CC(C1)C#CC=1C(=NN(C1C)C(C(=O)NC1=C(C=C(C=C1)C(F)(F)F)C#CC)(C)C)C)=O)=O